C(C)(C)(C)OC(=O)NC[C@@H](CCOCCC(=O)O)N1C(C=CC1=O)=O (R)-3-(4-((tert-butoxycarbonyl)amino)-3-(2,5-dioxo-2,5-dihydro-1H-pyrrol-1-yl)butoxy)propanoic acid